1-(2-((tert-Butyldimethylsilyl)oxy)propyl)-4-methyl-3-nitro-1H-pyrazole [Si](C)(C)(C(C)(C)C)OC(CN1N=C(C(=C1)C)[N+](=O)[O-])C